rhodium(II) tetrafluoroborate hydrate O.F[B-](F)(F)F.[Rh+2].F[B-](F)(F)F